NC1=C(CNC(OC(C)(C)C)=O)C=C(C(=C1)F)Br Tert-butyl (2-amino-5-bromo-4-fluorobenzyl)carbamate